COC(CCCC(=O)O)C.C(C)(=O)OCCC(C)OC 3-methoxybutyl acetate (3-Methoxy butyl acetate)